2-[6-[6-chloro-4-(2-methyl-5-phenylpyrazol-3-yl)oxypyridin-3-yl]pyridin-3-yl]ethanamine ClC1=CC(=C(C=N1)C1=CC=C(C=N1)CCN)OC=1N(N=C(C1)C1=CC=CC=C1)C